(2S,5S)-tert-butyl 5-(4-chlorobenzyl)-2-(2,2,2-trifluoroethyl)morpholine-4-carboxylate ClC1=CC=C(C[C@H]2CO[C@H](CN2C(=O)OC(C)(C)C)CC(F)(F)F)C=C1